C(#N)C=1C(=CC(=C(C(=O)O)C1)C)C1CCC1 5-cyano-4-cyclobutyl-2-methyl-Benzoic acid